5'-bromo-3'H-spiro[cyclopropane-1,1'-isobenzofuran] BrC=1C=C2COC3(C2=CC1)CC3